C1(CC1)C1=C(C=CC(=C1)C(F)(F)F)NC(C(C)(C)N1N=C2C(=C1)CNC2)=O N-(2-cyclopropyl-4-(trifluoromethyl)phenyl)-2-(5,6-dihydropyrrolo[3,4-c]pyrazole-2(4H)-yl)-2-methylpropanamide